N-[(R)-[4,5-dichloro-2-(prop-2-en-1-yloxy)phenyl](piperidin-4-yl)methyl]-2,2,2-trifluoroacetamide ClC1=CC(=C(C=C1Cl)[C@H](NC(C(F)(F)F)=O)C1CCNCC1)OCC=C